COC([C@H](CC#CC1CC1)C)=O (S)-5-cyclopropyl-2-methylpent-4-ynoic acid methyl ester